ClC1=NC=C(C(=C1)N1CCC(CC1)(C)CN(C)C)C#CC=1C=NN(C1)CC(F)F 1-(1-(2-chloro-5-((1-(2,2-difluoroethyl)-1H-pyrazol-4-yl)ethynyl)pyridin-4-yl)-4-methyl-piperidin-4-yl)-N,N-dimethylmethanamine